2,4-dimethoxy-3-methylpyridine COC1=NC=CC(=C1C)OC